tri-isopropoxysilane C(C)(C)O[SiH](OC(C)C)OC(C)C